CN1C(=NC2=C(C=C(C=C2C1=O)C)[C@@H](C)NC1=C(C=CC=C1)S(=O)(=O)C)S(=O)C 3,6-dimethyl-2-(methylsulfinyl)-8-((R)-1-((2-(methylsulfonyl)phenyl)-amino)ethyl)quinazolin-4(3H)-one